dihydroxyisopropyl-para-toluidine OC1=C(N(C(C)C)O)C=CC(=C1)C